ClC1=C(C=CC(=C1)OCC1OC(OC1)(C)C)C=1C=C2C(=NC1)NC=C2C(=O)C=2C(=C(C=CC2F)NS(=O)(=O)CCC)F N-(3-(5-(2-chloro-4-((2,2-dimethyl-1,3-dioxolan-4-yl)methoxy)phenyl)-1H-pyrrolo[2,3-b]pyridine-3-carbonyl)-2,4-difluorophenyl)propane-1-sulfonamide